OC=1C=C(C=NC1)[C@@H](CN(CCCCC1=CC=C2CCCN(C2=N1)C(=O)OC(C)(C)C)C)CC(=O)OC tert-Butyl (S)-7-(4-((2-(5-hydroxypyridin-3-yl)-4-methoxy-4-oxobutyl)(methyl)amino)butyl)-3,4-dihydro-1,8-naphthyridine-1(2H)-carboxylate